C1(=CC=CC=C1)C(=C(CC1=NC=CC=C1C)C1=C(C(=C(C(=C1[2H])[2H])[2H])[2H])[2H])C1=CC=CC=C1 2-(3,3-diphenyl-2-(phenyl-d5)allyl)-3-methylpyridine